O[C@@]12[C@]3(CCC(C=C3CC[C@H]1[C@@H]1CCC([C@@]1(C)CC2)=O)=O)C 9α-hydroxyandrostane-4-ene-3,17-dione